N-METHYLAMINOPROPYLTRIMETHOXYSILANE CNCCC[Si](OC)(OC)OC